[1,2,3]oxathiazine O1SN=CC=C1